N-methyl-N-(2,3-dihydroxypropyl)-5-chloroformyl-3-(2-methoxyacetamido)-2,4,6-triiodobenzamide CN(C(C1=C(C(=C(C(=C1I)C(=O)Cl)I)NC(COC)=O)I)=O)CC(CO)O